FC(S(=O)(=O)N[C@@H](CC(C)C)C(=O)O)(F)F trifluoromethanesulfonylleucine